4-((1-(tert-butoxycarbonyl)indolin-5-yl)amino)-6-(2,6-difluorophenyl)pyridazine-3-carboxylic acid C(C)(C)(C)OC(=O)N1CCC2=CC(=CC=C12)NC1=C(N=NC(=C1)C1=C(C=CC=C1F)F)C(=O)O